(S)-4-((1-(3-fluoropropyl)pyrrolidin-3-yl)oxy)-N-methoxy-N-methylbenzamide FCCCN1C[C@H](CC1)OC1=CC=C(C(=O)N(C)OC)C=C1